N-(((3r,5r,7r)-adamantan-1-yl)methyl)-1-(3-bromo-4-(hydroxycarbamoyl)benzyl)-1H-indole-5-carboxamide C12(CC3CC(CC(C1)C3)C2)CNC(=O)C=2C=C3C=CN(C3=CC2)CC2=CC(=C(C=C2)C(NO)=O)Br